ClC1=C(C2=CN(N=C2C=C1)C)CC(=O)O 2-(5-chloro-2-methyl-indazol-4-yl)acetic acid